tert-butyl 4-(4-(4-(2,6-bis(benzyloxy)pyridin-3-yl)-3,5-difluorophenyl)-2-oxopiperazin-1-yl)piperidine-1-carboxylate C(C1=CC=CC=C1)OC1=NC(=CC=C1C1=C(C=C(C=C1F)N1CC(N(CC1)C1CCN(CC1)C(=O)OC(C)(C)C)=O)F)OCC1=CC=CC=C1